NC(C(=O)OCN1N=CC(=C1)C=1SC=C(N1)C(NC=1C(=NN(C1)C1CCC(CC1)OCC)C1=NC(=CC=C1F)F)=O)(C)C (4-(4-((3-(3,6-difluoropyridin-2-yl)-1-((1r,4r)-4-ethoxycyclohexyl)-1H-pyrazol-4-yl)carbamoyl)thiazol-2-yl)-1H-pyrazol-1-yl)methyl 2-amino-2-methylpropanoate